C(C=C)(=O)OCCCCCCCCC[Si](OC)(OC)OC acryloxynonyl-trimethoxysilane